OC=1C=C(C=CC1O)CC(=O)N\N=C\[C@]1([C@@H](N2C(C[C@H]2S1(=O)=O)=O)C(=O)O)C (2S,3R,5R)-3-((E)-(2-(2-(3,4-dihydroxyphenyl)acetyl)hydrazono)methyl)-3-methyl-7-oxo-4-thia-1-azabicyclo[3.2.0]heptane-2-carboxylic acid 4,4-dioxide